3-[(2-{[2-nitro-4-(pyrimidin-2-yl)phenyl]amino}ethyl)({2-[(2R,3R,4R,5S)-3,4,5-trihydroxy-2-(hydroxymethyl)piperidin-1-yl]ethyl})amino]propenamide [N+](=O)([O-])C1=C(C=CC(=C1)C1=NC=CC=N1)NCCN(C=CC(=O)N)CCN1[C@@H]([C@H]([C@@H]([C@H](C1)O)O)O)CO